COC=1C=NC2=CC=C(C=C2N1)C(C)=O (3-methoxy-quinoxalin-6-yl)ethan-1-one